1,3-dibutyl-1H-benzo[d]imidazole bromide [Br-].C(CCC)N1CN(C2=C1C=CC=C2)CCCC